COC1=C(C=C(C(=O)OC(C)C)C#N)C=CC=C1 isopropyl 2-methoxy-α-cyanocinnamate